FC1=C(OC2CN(CC2)C(CNC(=O)C=2N=NN(C2)C=2C=NC=CC2)=O)C=C(C=C1)F 1-Pyridin-3-yl-1H-[1,2,3]triazole-4-carboxylic acid {2-[3-(2,5-difluoro-phenoxy)-pyrrolidin-1-yl]-2-oxo-ethyl}-amide